ClC=1C=C(C=C2C(=C(C=NC12)C#N)NC1=CC(=C(C=C1)F)Cl)N[C@@H](C1=CN=CS1)C=1N=NN(C1)C1CCN(CC1)CC (R)-8-chloro-4-((3-chloro-4-fluorophenyl)amino)-6-(((1-(1-ethylpiperidin-4-yl)-1H-1,2,3-triazol-4-yl)(thiazol-5-yl)methyl)amino)quinoline-3-carbonitrile